C(C)(C)(C)C=1C(C=C(C(C1)=O)C(C)(C)C)=O 2,5-di-t-butyl-1,4-benzoquinone